3-(6-(5-(cyclopropylsulfonyl)-2,5-diazabicyclo[2.2.1]heptan-2-yl)pyridin-3-yl)-5-(trifluoromethyl)-1,2,4-oxadiazole C1(CC1)S(=O)(=O)N1C2CN(C(C1)C2)C2=CC=C(C=N2)C2=NOC(=N2)C(F)(F)F